5-fluoro-3-methoxy-1-(2-benzothiazolyl)-4-trifluoromethylpyrazole FC1=C(C(=NN1C=1SC2=C(N1)C=CC=C2)OC)C(F)(F)F